ClC1([C@H]([C@@H]1C1=CC(=C(C=C1)F)C(F)(F)F)C(=O)O)Cl (1R,3R)-2,2-dichloro-3-(3-trifluoromethyl-4-fluorophenyl)cyclopropane-1-carboxylic acid